3,3-dimethoxypyrrolidine COC1(CNCC1)OC